C(CC)OC(C(C(=O)OCCC)=CC1=C(C=CC=C1)OCC(C)C)=O 2-isobutoxy-benzylidene-malonic acid dipropyl ester